NC1=CC(=NC=C1)C(=O)NC(C)(C)C 4-amino-N-tert-butyl-pyridine-2-carboxamide